((3-(2-phenylacetamido)-5-(trifluoromethyl)phenyl)carbamoyl)amide C1(=CC=CC=C1)CC(=O)NC=1C=C(C=C(C1)C(F)(F)F)NC(=O)[NH-]